C(C)(C)(C)OC(=O)N1C2C(C(C1)C2)NC2=C(C(=NC1=C(C(=C(C=C21)I)Br)F)O[C@@H](C)[C@H]2N(CCC2)C)[N+](=O)[O-] (endo)-5-((7-bromo-8-fluoro-6-iodo-2-((S)-1-((S)-1-methylpyrrolidin-2-yl)ethoxy)-3-nitroquinolin-4-yl)amino)-2-azabicyclo[2.1.1]hexane-2-carboxylic acid tert-butyl ester